COC1=C(C(=CC(=C1)C(C)(C)C)OC)O 2,6-dimethoxy-4-tert-butylphenol